(S)-5-(4-((tert-butyldiphenylsilyl)oxy)-2-((2,2-difluoroethyl)amino)butoxy)-7-chloro-8-fluoro-2-(methylthio)pyrido[4,3-d]pyrimidin-4(3H)-one [Si](C1=CC=CC=C1)(C1=CC=CC=C1)(C(C)(C)C)OCC[C@@H](COC1=NC(=C(C=2N=C(NC(C21)=O)SC)F)Cl)NCC(F)F